diphenyl ether picrate C1([N+](=O)[O-])=CC([N+](=O)[O-])=CC([N+](=O)[O-])=C1O.C1(=CC=CC=C1)OC1=CC=CC=C1